The molecule is a butan-4-olide that is dihydrofuran-2(3H)-one substituted by a hydroxy group at position 4, a 2-hydroxy-2-methyl-14-phenyltetradecyl group at position 5 and a methyl group at position 5 (the 4R,5R stereoisomer). It is isolated from the Australian marine sponge Plakinastrella clathrata. It has a role as a metabolite. It is a butan-4-olide and a diol. C[C@]1([C@@H](CC(=O)O1)O)C[C@](C)(CCCCCCCCCCCCC2=CC=CC=C2)O